tert-butyl 4-((1-amino-5-(ethoxycarbonyl)-4-(4-(pyridin-2-ylcarbamoyl)phenyl)-1H-imidazol-2-yl)methyl)piperidine-1-carboxylate NN1C(=NC(=C1C(=O)OCC)C1=CC=C(C=C1)C(NC1=NC=CC=C1)=O)CC1CCN(CC1)C(=O)OC(C)(C)C